2-methyl-N-(quinolin-8-yl)pyridine-3-sulfonamide CC1=NC=CC=C1S(=O)(=O)NC=1C=CC=C2C=CC=NC12